2-methylsulfanyl-7-tetrahydropyran-3-yl-pyrrolo[2,3-d]pyrimidine-6-carboxylic acid CSC=1N=CC2=C(N1)N(C(=C2)C(=O)O)C2COCCC2